CO[Si](CCCN)(OC)OC 3-(trimethoxysilyl)propyl-amine